ethyl 2-(3-benzyl-2,4-dioxo-7-(tritylcarbamoyl)-3,4-dihydroquinazolin-1(2H)-yl)acetate C(C1=CC=CC=C1)N1C(N(C2=CC(=CC=C2C1=O)C(NC(C1=CC=CC=C1)(C1=CC=CC=C1)C1=CC=CC=C1)=O)CC(=O)OCC)=O